COC1=NC=C(C2=C1C=CN2CC2=CC=C(C=C2)C2=NC(=CC=C2)OC)C(=O)NC2CC1(CCC1)C2 (Ra)-6-(4-Methoxy-1-(4-(6-methoxypyridin-2-yl)benzyl)-1H-pyrrolo[3,2-c]pyridin-7-carboxamido)spiro[3.3]heptan